CC(CC(C[C@H]1CC(N(C1)C(=O)OC(C)(C)C)(C)C)CNC1=NC(=CC=C1)S(N)(=O)=O)(C)C tert-butyl (4S)-4-[4,4-dimethyl-2-[[(6-sulfamoyl-2-pyridyl)amino]methyl]pentyl]-2,2-dimethyl-pyrrolidine-1-carboxylate